C[C@]12CC[C@H]3[C@H]([C@@H]1CC[C@]2(C#C)O)CCC4=C3C=CC(=C4)O 17-α-ethynylestradiol